FC1=NNC(=C1)C(=O)N 3-fluoro-pyrazole-5-carboxamide